Cl.N[C@H](C(=O)N1[C@@H](C[C@H](C1)O)C(=O)NCC1=CC=C(C=C1)C1=C(N=CS1)C)C(C)(C)C (2S,4R)-1-((S)-2-amino-3,3-dimethylbutanoyl)-4-hydroxy-N-(4-(4-methylthiazol-5-yl)benzyl)pyrrolidine-2-carboxamide hydrochloric acid salt